C(C)(C)(C)OC(=O)N1CCC(CC1)OC1=CC=C(NC=2C(=NC(=C(N2)C2CC2)C=2C3=C(C=NC2)N(C=N3)C)C(=O)OC)C=C1 Methyl 3-[4-[(1-tert-butoxycarbonyl-4-piperidyl)oxy]anilino]-5-cyclopropyl-6-(3-methylimidazo[4,5-c]pyridin-7-yl)pyrazine-2-carboxylate